ammonium acrylamido-2-methylpropanesulfonate C(C=C)(=O)NC(C(C)C)S(=O)(=O)[O-].[NH4+]